FC1=C(\C=C/2\C(CCCCC2)=O)C=CC=C1 2-(E)-(2-fluorobenzylidene)-1-cycloheptanone